diazoacetoacetic acid tert-butyl ester C(C)(C)(C)OC(CC(=O)C=[N+]=[N-])=O